(R)-1'-(5-Amino-1-((R or S)-1,1,1-trifluorobutan-2-yl)-1H-pyrazole-4-carbonyl)-6-chloro-5-fluoro-5',5'-dimethylspiro[benzo[d][1,3]oxazine-4,3'-piperidin]-2(1H)-one NC1=C(C=NN1[C@@H](C(F)(F)F)CC)C(=O)N1C[C@@]2(CC(C1)(C)C)C1=C(NC(O2)=O)C=CC(=C1F)Cl |o1:6|